(1r,4r)-4-[3-(1,2,3,4-tetrahydro-1,5-naphthyridin-1-yl)-1H-pyrazolo[3,4-b]Pyrazin-6-yl]-1',3'-dihydrospiro[cyclohexane-1,2'-indene] N1(CCCC2=NC=CC=C12)C1=NNC2=NC(=CN=C21)C2CCC1(CC3=CC=CC=C3C1)CC2